2,5-Difluoro-4-methyl-3-nitropyridine FC1=NC=C(C(=C1[N+](=O)[O-])C)F